O1C=CC2=C1C=C(C=C2)CC[C@@]2(CN(CC2)C(C)(C)C2=NC=CC=C2)C(=O)NC2(COC2)C(F)(F)F (R)-3-(2-(benzofuran-6-yl)ethyl)-1-(2-(pyridin-2-yl)propan-2-yl)-N-(3-(trifluoromethyl)oxetan-3-yl)pyrrolidine-3-carboxamide